6-chloro-5-(trifluoromethyl)-1H-pyrazolo[3,4-b]pyridine ClC1=C(C=C2C(=N1)NN=C2)C(F)(F)F